CN1N=CC(=C1C)S(=O)(=O)N1CCC(CC1)C=1C=CC=2N(C1)N=CN2 6-(1-((1,5-dimethyl-1H-pyrazol-4-yl)sulfonyl)piperidin-4-yl)-[1,2,4]triazolo[1,5-a]pyridine